(E)-1-cyano-N-(2,5,8,11,14,17-hexaoxanonadecan-19-yl)-2-(6-(piperidin-1-yl)naphthalen-2-yl)prop-1-ene-1-sulfonamide C(#N)/C(=C(/C)\C1=CC2=CC=C(C=C2C=C1)N1CCCCC1)/S(=O)(=O)NCCOCCOCCOCCOCCOCCOC